CC=1N=C(N=NC1)NC1CN(CCC1)C 5-methyl-3-((1-methylpiperidin-3-yl)amino)-1,2,4-triazine